1-(4-(3,4-dichlorophenyl)-5-(isopropylthio)thiazol-2-yl)-4-(3-(hydroxymethyl)-5-methylisoxazol-4-yl)-3-methyl-1H-pyrazole-5-carboxylic acid ClC=1C=C(C=CC1Cl)C=1N=C(SC1SC(C)C)N1N=C(C(=C1C(=O)O)C=1C(=NOC1C)CO)C